N-((5-(2-fluorophenyl)-1-((4-(trifluoromethyl)phenyl)sulfonyl)-1H-pyrrol-3-yl)methyl)methan-d3-amine FC1=C(C=CC=C1)C1=CC(=CN1S(=O)(=O)C1=CC=C(C=C1)C(F)(F)F)CNC([2H])([2H])[2H]